COC(=O)C1=NC=C(N=C1)N1N=C(N=C1[C@H](C)NC(C1=CC(=CC(=C1)OC(F)(F)F)C1(CC1)C#N)=O)C1CC1.C(#N)C=1C=C(C(=O)NC=2C=CC=C3C=CC=NC23)C=CC1 8-(3-cyanobenzamido)quinoline methyl-5-(5-{(1S)-1-[3-(1-cyanocyclopropyl)-5-(trifluoromethoxy)benzamido]ethyl}-3-cyclopropyl-1H-1,2,4-triazol-1-yl)pyrazine-2-carboxylate